FC1=C(C=C(C(=C1)C)C1=CC(=NC(=C1)N1CCOCC1)C=1C=NN(C1)C)NC(=O)N1CC(=CC1)C(F)(F)F N-{2-fluoro-4-methyl-5-[2-(1-methylpyrazol-4-yl)-6-(morpholin-4-yl)pyridin-4-yl]phenyl}-3-(trifluoromethyl)-2,5-dihydropyrrole-1-carboxamide